1-n-dodecyloxypentafluorobenzene methyl-(R)-2-amino-3-(5-(prop-2-yn-1-yloxy)-1H-indol-3-yl)propanoate COC([C@@H](CC1=CNC2=CC=C(C=C12)OCC#C)N)=O.C(CCCCCCCCCCC)OC1=C(C(=C(C(=C1F)F)F)F)F